(2S)-3-methyl-2-(1-oxo-7-((S)-1-trityl-aziridine-2-carbonyl)-2,7-diazaspiro[4.4]non-2-yl)butanoic acid CC([C@@H](C(=O)O)N1C(C2(CC1)CN(CC2)C(=O)C2[N@](C2)C(C2=CC=CC=C2)(C2=CC=CC=C2)C2=CC=CC=C2)=O)C